14-(3-bromophenyl)-8,13,13b,14-tetrahydroindolo[2',3':3,4]pyrido[2,1-b]quinazolin-5(7H)-one BrC=1C=C(C=CC1)N1C2N(C(C=3C=CC=CC13)=O)CCC1=C2NC2=CC=CC=C21